C[N+](C12CC(C(CC1)C2)[N+](C)(C)C)(C)C N1,N1,N1,N3,N3,N3-hexamethylbicyclo[2.2.1]heptane-1,3-diaminium